1-(Tetrahydro-2H-pyran-2-yl)-6-(4,4,5,5-tetramethyl-1,3,2-dioxaborolan-2-yl)-1H-indazole O1C(CCCC1)N1N=CC2=CC=C(C=C12)B1OC(C(O1)(C)C)(C)C